CC1=NOC(=C1C=1C=NC(=NC1)C[N+]1=NOC(=C1)[N-]C(NC1=CC(=CC=C1)C(F)(F)F)=O)C (3-((5-(3,5-dimethylisoxazol-4-yl)pyrimidin-2-yl)methyl)-1,2,3-oxadiazol-3-ium-5-yl)((3-(trifluoromethyl)phenyl)carbamoyl)amide